2-(4-(tert-butyl)phenyl)-N-((5-(2,6-dioxopiperidin-3-yl)-4-oxo-5,6-dihydro-4H-thieno[3,4-c]pyrrol-1-yl)methyl)-3-methylbutanamide C(C)(C)(C)C1=CC=C(C=C1)C(C(=O)NCC=1SC=C2C1CN(C2=O)C2C(NC(CC2)=O)=O)C(C)C